4-methyl-3-oxo-2-(3,4,5-trifluorophenyl)pentanenitrile CC(C(C(C#N)C1=CC(=C(C(=C1)F)F)F)=O)C